mannitol distearate C(CCCCCCCCCCCCCCCCC)(=O)O.C(CCCCCCCCCCCCCCCCC)(=O)O.C([C@@H](O)[C@@H](O)[C@H](O)[C@H](O)CO)O